7-methoxy-1H-benzo[d]Imidazole-6-carboxylic acid COC1=C(C=CC2=C1NC=N2)C(=O)O